ClC=CC1=CC=CC2=CC=CC=C12 (2-chlorovinyl)naphthalene